(S)-N-(2-fluoro-5-((2-(3-(hydroxymethyl)pyrrolidin-1-yl)ethyl)carbamoyl)phenyl)-2-(1-methyl-1H-pyrazol-4-yl)-1H-pyrrolo[2,3-b]pyridine-5-carboxamide FC1=C(C=C(C=C1)C(NCCN1C[C@H](CC1)CO)=O)NC(=O)C=1C=C2C(=NC1)NC(=C2)C=2C=NN(C2)C